C(#N)[C@H]1[C@@H](COCC1)NC(OC(C)(C)C)=O tert-butyl ((trans)-4-cyanotetrahydro-2H-pyran-3-yl)carbamate